3-(4-(pyridin-2-yloxy)phenyl)-1H-pyrazol-5-amine N1=C(C=CC=C1)OC1=CC=C(C=C1)C1=NNC(=C1)N